CO[Si](CCC[N-]C(CCC(CCCC)O)=O)(OC)OC N-(3-trimethoxysilylpropyl)-4-hydroxyoctanoylamide